COC1=CC=C(C=C1)C(C(=O)NC1=CC=C(C=C1)[Si](C)(C)C)NC(CC1=CSC=C1)=O 2-(4-methoxyphenyl)-2-((3-thienylacetyl)amino)-N-(4-(trimethylsilyl)phenyl)acetamide